CC(CC(=O)NC(C(=O)O)CCN(CCCCC1=NC=2NCCCC2C=C1)CCOC=1N=NC(=CC1)C)(C)C 2-(3,3-dimethylbutanoylamino)-4-[2-(6-methylpyridazin-3-yl)oxyethyl-[4-(5,6,7,8-tetrahydro-1,8-naphthyridin-2-yl)butyl]amino]butanoic acid